ClC1=CC=C(S1)CNC1=CC(=NN1C(C(CO)(C)C)=O)C1(CN(CCC1)C(=O)OC(C)(C)C)C tert-butyl 3-(5-(((5-chlorothiophen-2-yl)methyl)amino)-1-(3-hydroxy-2,2-dimethylpropanoyl)-1H-pyrazol-3-yl)-3-methylpiperidine-1-carboxylate